N-cyclopentyl-5-(2-((5-((4-ethylpiperazin-1-yl)methyl)pyridin-2-yl)amino)pyrimidin-4-yl)-4-methylthiazol-2-amine C1(CCCC1)NC=1SC(=C(N1)C)C1=NC(=NC=C1)NC1=NC=C(C=C1)CN1CCN(CC1)CC